C(C)N1C(C2=CC=CC=C2C(=N1)C(=O)N1CCN(CC1)C1=CC=C(C=2C=COC21)F)=O 2-ethyl-4-[4-(4-fluorobenzofuran-7-yl)piperazine-1-carbonyl]phthalazin-1-one